2-(2-aminoethyl)aminoethyl-triisopropoxysilane NCCNCC[Si](OC(C)C)(OC(C)C)OC(C)C